(9H-fluoren-9-yl)methyl (R)-2-(2-((((9H-fluoren-9-yl)methoxy)carbonyl)oxy)-3,5-difluorophenyl)-6,6a,7,8,9,10-hexahydro-5H-pyrazino[1',2':4,5]pyrazino[2,3-c]pyridazine-5-carboxylate C1=CC=CC=2C3=CC=CC=C3C(C12)COC(=O)OC1=C(C=C(C=C1F)F)C=1C=C2C(=NN1)N(C[C@@H]1N2CCNC1)C(=O)OCC1C2=CC=CC=C2C=2C=CC=CC12